tert-butyl 3-[4-(2-hydroxyethyl)-7-(2-methoxy-4,6-dimethyl-phenyl)-1,8-naphthyridin-2-yl]piperidine-1-carboxylate OCCC1=CC(=NC2=NC(=CC=C12)C1=C(C=C(C=C1C)C)OC)C1CN(CCC1)C(=O)OC(C)(C)C